C(C1=CC=CC=C1)N1N=CC(=C1C)C1=CC=C(C=C1)NC([C@H](C(C1=CC=CC=C1)C1=CC=CC=C1)NC(OC(C)(C)C)=O)=O tert-butyl (S)-(1-((4-(1-benzyl-5-methyl-1H-pyrazol-4-yl)phenyl)amino)-1-oxo-3,3-diphenylpropan-2-yl)carbamate